5,6-Difluoro-3-{[(2R)-1-methylpyrrolidin-2-yl]methyl}-1H-indole FC=1C=C2C(=CNC2=CC1F)C[C@@H]1N(CCC1)C